4-[(3-chloro-4-fluorophenyl)-(5-methyl-4-methylsulfonyl-1H-imidazol-2-yl)methoxy]cyclohexane-1-carbonitrile ClC=1C=C(C=CC1F)C(OC1CCC(CC1)C#N)C=1NC(=C(N1)S(=O)(=O)C)C